[3-(1,3-benzoxazol-5-yl)pyrrolidin-1-yl]-(3-pyridazin-4-yl-1H-pyrazol-5-yl)methanone O1C=NC2=C1C=CC(=C2)C2CN(CC2)C(=O)C2=CC(=NN2)C2=CN=NC=C2